FC(C1=CC(=NC=C1C1=NC(=NC(=N1)N1[C@@H](COCC1)C)N1[C@H]2CO[C@@H](C1)C2)N)F 4-(difluoromethyl)-5-[4-[(3R)-3-methylmorpholin-4-yl]-6-[(1R,4R)-2-oxa-5-azabicyclo[2.2.1]hept-5-yl]-1,3,5-triazin-2-yl]pyridin-2-amine